2-chloro-4-fluoro-benzaldehyde ClC1=C(C=O)C=CC(=C1)F